2,4-bis{4-[(3-dimethylaminobutyl)aminomethyl]phenyl}-7-phenyl-7H-pyrrolo[2,3-d]pyrimidine CN(C(CCNCC1=CC=C(C=C1)C=1N=C(C2=C(N1)N(C=C2)C2=CC=CC=C2)C2=CC=C(C=C2)CNCCC(C)N(C)C)C)C